BrC=1C(=C(C=CC1)NC1=C(C(=C(C=O)C(=C1)OCC)F)Cl)C ((3-bromo-2-methylphenyl)amino)-3-chloro-6-ethoxy-2-fluorobenzaldehyde